5-(benzyloxy)-1-(tetrahydro-2H-pyran-2-yl)-1H-pyrazole-3-carbaldehyde C(C1=CC=CC=C1)OC1=CC(=NN1C1OCCCC1)C=O